CC1=C2C=NN(C2=CC=C1C1=NC=CC2=CN=C(C=C12)NC1=CC=C(C=C1)S(=O)(=O)C)CC(C)=NO 1-(4-methyl-5-(7-((4-(methylsulfonyl)phenyl)amino)-2,6-naphthyridin-1-yl)-1H-indazol-1-yl)propan-2-one oxime